1,3-bis({[1-(3-fluoro-4-methylphenyl)-1H-1,2,3,4-tetrazol-5-yl]methyl})urea FC=1C=C(C=CC1C)N1N=NN=C1CNC(=O)NCC1=NN=NN1C1=CC(=C(C=C1)C)F